ClC1=CC2=C(S1)C1(CC(N(CC1)C(C#C)C)C)OCC2 2-chloro-2'-methyl-1'-(1-methylprop-2-ynyl)spiro[4,5-dihydrothieno[2,3-c]pyran-7,4'-piperidine]